C(#N)C=1C=2N(C=CC1OC)C(=CN2)S(=O)(=O)NC=2C(=NC(=C(C2)F)OCC(F)F)OC 8-cyano-N-[6-(2,2-difluoroethoxy)-5-fluoro-2-methoxy-3-pyridinyl]-7-methoxy-imidazo[1,2-a]pyridine-3-sulfonamide